4-methoxy-3-((4-methoxyphenyl)thio)indole COC1=C2C(=CNC2=CC=C1)SC1=CC=C(C=C1)OC